4,5-dichloro-1,2-dimethylpyridazinone ClC1C(N(N(C=C1Cl)C)C)=O